ethyl 1-(2-cyanophenyl)-1H-imidazole-2-carboxylate C(#N)C1=C(C=CC=C1)N1C(=NC=C1)C(=O)OCC